CS(=O)(=O)C=1C=C(C(=O)N[C@@H](C)C2=NC=NN2C=2N=CC(=NC2)C(=O)OC)C=C(C1)OC(F)(F)F methyl 5-(5-{(1S)-1-[3-(methylsulfonyl)-5-(trifluoromethoxy)benzamido]ethyl}-1H-1,2,4-triazol-1-yl)pyrazine-2-carboxylate